(7R,14R)-1-(difluoromethoxy)-6-(methyl-d3)-11-((5-((methylamino)methyl)-1,3,4-thiadiazol-2-yl)ethynyl)-6,7-dihydro-7,14-methanobenzo[f]benzo[4,5]imidazo[1,2-a][1,4]diazocin-5(14H)-one FC(OC1=CC=CC=2C(N([C@H]3C=4N([C@@H](C21)C3)C3=C(N4)C=CC(=C3)C#CC=3SC(=NN3)CNC)C([2H])([2H])[2H])=O)F